CC1(C(C(=O)[O-])(O)C2CCCC2)CC(=CC=C1)N1CCCC1 1-methyl-3-pyrrolidinyl-alpha-cyclopentylmandelate